(5-(aminomethyl)pyridin-2-yl)diethylphosphine oxide NCC=1C=CC(=NC1)P(CC)(CC)=O